4-{5-[5-Fluoro-6-(2-methoxyethoxy)-1H-indazol-3-yl]-1,2-oxazol-3-yl}benzoic acid methyl ester COC(C1=CC=C(C=C1)C1=NOC(=C1)C1=NNC2=CC(=C(C=C12)F)OCCOC)=O